Cl.NCCOC1=NC=C(C=C1NC(=O)NC=1C=NC=2N(C1[C@H](C)OC)N=C(C2)Cl)C(F)(F)F (S)-1-(2-(2-aminoethoxy)-5-(trifluoromethyl)pyridin-3-yl)-3-(2-Chloro-7-(1-methoxyethyl)pyrazolo[1,5-a]pyrimidin-6-yl)urea hydrochloride